FC=1C=C(C(=O)NCC2CCC(CC2)N2N=C3C=CC(=CC3=C2)C(F)(F)F)C=C(C1O)F 3,5-difluoro-4-hydroxy-N-({(1r,4r)-4-[5-(trifluoromethyl)-2H-indazol-2-yl]cyclohexyl}methyl)benzamide